FC1=C(C=CC(=C1C)OC1=CC2=C(N(C=N2)C)C(=C1)F)NC1=NC=NC2=C1N=C(N=C2)N2CCN(CC2)C(C=C)=O 1-(4-(8-((2-fluoro-4-((7-fluoro-1-methyl-1H-benzo[d]imidazol-5-yl)oxy)-3-methylphenyl)amino)pyrimido[5,4-d]pyrimidin-2-yl)piperazin-1-yl)prop-2-en-1-one